COC=1C(=C2C=CNC2=C(C1)C)CN1[C@H](C[C@H](CC1)N1N=C(N=C1)C(F)(F)F)C1=C(C(=O)O)C=CC=C1 (2R,4S)-(1-((5-methoxy-7-methyl-1H-indol-4-yl)methyl)-4-(3-(trifluoromethyl)-1H-1,2,4-triazol-1-yl)piperidin-2-yl)benzoic acid